C(C)(C)(C)C=1C=C(C=C(C1)C(C)(C)C)B1OC(C)(C)C(C)(C)O1 3,5-di-tert-butylphenyl-boronic acid pinacol ester